C(C)OC1=NC=CC=C1C1=CC(=C2C(=N1)C(=NN2C(CC)C)C)NCC2=NN(C=N2)C 5-(2-ethoxy-3-pyridinyl)-3-methyl-1-[1-methylpropyl]-N-[(1-methyl-1,2,4-triazol-3-yl)methyl]pyrazolo[4,3-b]pyridin-7-amine